2,2,2-trifluoro-1-(2-(3-hydroxybenzyl)pyrrolidin-1-yl)ethan-1-one FC(C(=O)N1C(CCC1)CC1=CC(=CC=C1)O)(F)F